C1(=CC(=CC=C1)C1=NOC(=N1)[C@@H](C)NC(OC(C)(C)C)=O)C tert-butyl (R)-(1-(3-(m-tolyl)-1,2,4-oxadiazol-5-yl)ethyl)carbamate